propyl-diethyl-methoxysilane tert-butyl-(R)-4-(4-(4-methylthiazol-5-yl)phenyl)-1,2,3-oxathiazolidine-3-carboxylate C(C)(C)(C)OC(=O)N1SOC[C@H]1C1=CC=C(C=C1)C1=C(N=CS1)C.C(CC)[Si](OC)(CC)CC